2,4,6-Triaminotoluene NC1=C(C)C(=CC(=C1)N)N